tert-butyl N-[4-[[1-[4-[(2,6-dioxo-3-piperidyl)amino]-2-fluoro-phenyl]-4-piperidyl]methyl-methyl-amino]cyclohexyl]carbamate O=C1NC(CCC1NC1=CC(=C(C=C1)N1CCC(CC1)CN(C1CCC(CC1)NC(OC(C)(C)C)=O)C)F)=O